ClC=1N=C(C2=C(N1)C=C(O2)CN2CCOCC2)N2CCOCC2 2-chloro-4-morpholino-6-(morpholinomethyl)furo[3,2-d]pyrimidine